O=C([C@H](C(C1=CC=CC=C1)C1=CC=CC=C1)NC(OC(C)(C)C)=O)NC1=CC=C(C=C1)C1=CNC(C=C1)=O tert-butyl (S)-(1-oxo-1-((4-(6-oxo-1,6-dihydropyridin-3-yl)phenyl)amino)-3,3-diphenylpropan-2-yl)carbamate